NC1=C(C=C(C=C1)N)OCCOCCOCCOC1=C(C=CC(=C1)N)N 1,10-Bis-(2,5-diaminophenyl)-1,4,7,10-tetraoxadecan